N-{4-[(4,4-difluorotetrahydrofuran-3-yl)oxy]-3,5-difluorophenyl}-2-(3,3-dimethylazetidin-1-yl)-5-(2,2,2-trifluoroethyl)oxazole-4-carboxamide FC1(C(COC1)OC1=C(C=C(C=C1F)NC(=O)C=1N=C(OC1CC(F)(F)F)N1CC(C1)(C)C)F)F